acrylic, amide-imide C(C=C)(N)=N